1-(2-(3-allyloxy-2-hydroxypropylamino)ethyl)-imidazolin-2-one C(C=C)OCC(CNCCN1C(NCC1)=O)O